CN1CCN(CC1)C=1C=C(C=CC1)NC1=CC=C2C(=N1)NC=C2C2=CC1=C(C(NCCO1)=O)C=C2 8-(6-((3-(4-methylpiperazin-1-yl)phenyl)amino)-1H-pyrrolo[2,3-b]pyridin-3-yl)-3,4-dihydrobenzo[f][1,4]oxazepin-5(2H)-one